tert-Butyl N-[5-[6,7-difluoro-4-[(4-methoxyphenyl)methylsulfanyl]-1-(p-tolylsulfonyl)indol-5-yl]oxy-2-fluoro-phenyl]carbamate FC1=C(C(=C2C=CN(C2=C1F)S(=O)(=O)C1=CC=C(C=C1)C)SCC1=CC=C(C=C1)OC)OC=1C=CC(=C(C1)NC(OC(C)(C)C)=O)F